2-Benzyl-5-hexyl-4-phenylimidazole C(C1=CC=CC=C1)C=1NC(=C(N1)C1=CC=CC=C1)CCCCCC